(2,3)-bipyridyl N1=C(C=CC=C1)C=1C=NC=CC1